C(C1=CC=CC=C1)OC(=O)N[C@@H]1[C@H](N(CC1)C(=O)OC(C)(C)C)CCOS(=O)(=O)C1=CC=C(C=C1)C tert-butyl (2R,3S)-3-(benzyloxycarbonylamino)-2-[2-(p-tolylsulfonyloxy)ethyl]pyrrolidine-1-carboxylate